3-methyl-2-({(3R,6R)-6-methyl-1-[(2-methyl-5-phenyl-1,3-thiazol-4-yl)carbonyl]piperidin-3-yl}oxy)pyridine-4-carbonitrile CC=1C(=NC=CC1C#N)O[C@H]1CN([C@@H](CC1)C)C(=O)C=1N=C(SC1C1=CC=CC=C1)C